FC1=C(OC2=CC3=C(N=C(N=C3)NC3CCOCC3)N=C2NS(=O)(=O)C)C=CC(=C1)F N-[6-(2,4-difluoro-phenoxy)-2-(tetrahydro-pyran-4-ylamino)-pyrido[2,3-d]pyrimidin-7-yl]-methanesulfonamide